C1(CC1)NC=1N=CC2=C(N1)N(C(C(=C2)N2CCNC1=C(C=CC=C21)C)=O)C2COCC2 2-(cyclopropylamino)-6-(5-methyl-3,4-dihydro-2H-quinoxalin-1-yl)-8-tetrahydrofuran-3-ylpyrido[2,3-d]pyrimidin-7-one